nerol acetate (neryl-acetate) C(\C=C(\C)/CCC=C(C)C)CC(=O)O.C(C)(=O)O.OC\C=C(/CCC=C(C)C)\C